FC=1C(=CC2=C([C@@H](CO2)NC)C1)F (S)-5,6-difluoro-N-methyl-2,3-dihydrobenzofuran-3-amine